COC1=C(CN(C2=NC=C(C=N2)C(C)OC)CC2=C(C=C(C=C2)OC)OC)C=CC(=C1)OC N,N-bis(2,4-dimethoxybenzyl)-5-(1-methoxyethyl)pyrimidin-2-amine